5-bromo-3-methoxybenzene BrC=1C=C(C=CC1)OC